COC1=CC=C(C=C1)[C@@H](C)N[C@@H]1CCCC12CCN(CC2)C(=O)OC(C)(C)C (R)-tert-butyl 1-((R)-1-(4-methoxyphenyl)ethylamino)-8-azaspiro[4.5]decane-8-carboxylate